N-(6-methyl-2-(2,7-diazaspiro[4.5]decan-2-yl)pyrimidin-4-yl)-1H-indazol-5-amine CC1=CC(=NC(=N1)N1CC2(CC1)CNCCC2)NC=2C=C1C=NNC1=CC2